(6S,8R)-6-(4-(azetidin-3-ylamino)-2,6-difluorophenyl)-8-methyl-7-(2,2,2-Trifluoroethyl)-6,7,8,9-tetrahydrooxazolo[5,4-f]isoquinolin-2(3H)-one N1CC(C1)NC1=CC(=C(C(=C1)F)[C@H]1N([C@@H](CC2=C3C(=CC=C12)NC(O3)=O)C)CC(F)(F)F)F